8-(ethoxy-d5)-N-((3R,4S)-3-methyl-1-(methylsulfonyl)piperidin-4-yl)-7-(1H-pyrazol-4-yl)-[1,2,4]triazolo[1,5-a]pyridin-2-amine C(C([2H])([2H])[2H])(OC=1C=2N(C=CC1C=1C=NNC1)N=C(N2)N[C@@H]2[C@@H](CN(CC2)S(=O)(=O)C)C)([2H])[2H]